4-(3-(6-(1-Acetylpyrrolidin-3-yl)pyridin-3-yl)-6-methoxy-1H-pyrazolo[4,3-b]pyridin-5-yl)-2,3-dihydro-1H-indene-1-carbonitrile C(C)(=O)N1CC(CC1)C1=CC=C(C=N1)C1=NNC=2C1=NC(=C(C2)OC)C2=C1CCC(C1=CC=C2)C#N